(R)-5-((S)-1,2-dihydroxypropan-2-yl)-3-fluoro-N'-((1',5',6',7'-tetrahydro-2'H-spiro[cyclopropane-1,3'-dicyclopenta[b,e]pyridin]-8'-yl)carbamoyl)thiophene-2-sulfonimidamide OC[C@](C)(O)C1=CC(=C(S1)[S@@](=O)(N)=NC(NC1=C2C(=NC3=C1CCC3)C3(CC2)CC3)=O)F